NC1=C(SC2=NC(=CN=C21)C)C(=O)N[C@@H]2CC1=C(C=C(C(=C1CC2)C#N)N2CCNCC2)F (S)-7-amino-N-(5-cyano-8-fluoro-6-(piperazin-1-yl)-1,2,3,4-tetrahydronaphthalen-2-yl)-3-methylthieno[2,3-b]pyrazine-6-carboxamide